(2R)-6-chloro-2-methyl-N-[(1R)-1-[3-nitro-5-(trifluoromethyl)phenyl]ethyl]-2,3-dihydroimidazo[1,2-b]pyridazine-8-carboxamide ClC=1C=C(C=2N(N1)C[C@H](N2)C)C(=O)N[C@H](C)C2=CC(=CC(=C2)C(F)(F)F)[N+](=O)[O-]